4-((3-amino-4-methoxyphenyl)(methyl)amino)quinoline-2-carbonitrile NC=1C=C(C=CC1OC)N(C1=CC(=NC2=CC=CC=C12)C#N)C